1-pentyl-1-Methylpiperidinium C(CCCC)[N+]1(CCCCC1)C